triazolylCyclohexane N1N=NC(=C1)C1CCCCC1